6-ethyl-5-((tetrahydro-2H-pyran-4-yl)amino)pyrazine-2-carboxylic acid C(C)C1=C(N=CC(=N1)C(=O)O)NC1CCOCC1